2,6-di-tert-butyl-4-(pyrido[1,2-a]indol-10-yl)phenol C(C)(C)(C)C1=C(C(=CC(=C1)C1=C2N(C3=CC=CC=C13)C=CC=C2)C(C)(C)C)O